ClC=1C=C(C=C(C1OC1=NNC(C(=C1)C1CCCCC1)=O)Cl)N1N=C(C(NC1=O)=O)CO 2-(3,5-dichloro-4-((5-cyclohexyl-6-oxo-1,6-dihydropyridazin-3-yl)oxy)phenyl)-6-(hydroxymethyl)-1,2,4-triazine-3,5(2H,4H)-dione